OCC(=O)NCC=1SC(=CC1)C(CSC1=NC(=NC2=CC=C(C=C12)OC)C(F)(F)F)=O 2-hydroxy-N-((5-(2-((6-methoxy-2-(trifluoromethyl)quinazolin-4-yl)thio)acetyl)thiophen-2-yl)methyl)acetamide